FC1=CC(=C(C(=C1)C(C)C)NC(=O)NS(=O)(=O)C=1SC(=C(C1)C(C)(C)O)C)C(C)C N-(4-fluoro-2,6-diisopropylphenyl-carbamoyl)-4-(2-hydroxypropan-2-yl)-5-methylthiophene-2-sulfonamide